4-(3,5-dimethylisoxazol-4-yl)-N1-(tetrahydro-2H-pyran-4-yl)benzene-1,2-diamine CC1=NOC(=C1C=1C=C(C(=CC1)NC1CCOCC1)N)C